NC1=NC(=NC=C1)C=1C=C(C=C(C1)Cl)C1N(CC(S(C1)(=O)=O)(C)C)C(C=C)=O 1-(5-(3-(4-aminopyrimidin-2-yl)-5-chlorophenyl)-2,2-dimethyl-1,1-dioxidothiomorpholino)prop-2-en-1-one